C(N)(=O)C1=CC=C(C(=C1C1=C(C(=CC=C1Cl)C(CNC(OC(C)(C)C)=O)C1=CC=CC=C1)F)F)OCCOC tert-Butyl (2-(6'-carbamoyl-6-chloro-2,2'-difluoro-3'-(2-methoxyethoxy)-[1,1'-biphenyl]-3-yl)-2-phenylethyl)carbamate